CNCC1CCCO1 N-methyl-tetrahydrofurfuryl-amine